BrC1=C(C=CC=C1)C=1SC(=NN1)NC(C1=CC=C(C=C1)OC)=O 2-(2-bromophenyl)-5-(4-methoxybenzamido)-1,3,4-thiadiazole